(4-methyl-1H-pyrazol-3-yl)carboxamide CC=1C(=NNC1)C(=O)N